1-(4-bromo-2-methoxyphenyl)pyrido[3,4-d]pyridazin-4-ol BrC1=CC(=C(C=C1)C1=C2C(=C(N=N1)O)C=NC=C2)OC